N[C@H]1CN(CCC1)C(=O)C=1C=CC=2N(C1)N=C(C2C)C=2N(C1=C(C=C(C=C1C2)F)C2CCN(CC2)C(=O)C2CC(C2)O)CC2CC2 (R)-(3-Aminopiperidin-1-yl)(2-(1-(cyclopropylmethyl)-5-fluoro-7-(1-(3-hydroxycyclobutane-1-carbonyl)piperidin-4-yl)-1H-indol-2-yl)-3-methylpyrazolo[1,5-a]pyridin-6-yl)methanone